S1C=NC2=C1C=CC(=C2)NC2=CC=NC1=CC=C(C=C21)C2=C(C=C(C(=O)N1CC(N(CC1)C(=O)OC(C)(C)C)C)C=C2)F tert-butyl 4-(4-(4-(benzo[d]thiazol-5-ylamino)quinolin-6-yl)-3-fluorobenzoyl)-2-methylpiperazine-1-carboxylate